P(=O)(O)(O)O[C@H]1[C@]([C@@](O[C@@H]1COP(=O)(O)O)(N1C=NC=2C(N)=NC=NC12)N)(O)CCCCCCN (6-Aminohexyl)-amino-adenosine-3',5'-bisphosphate